ClC1=NC(=C2N=CN(C2=N1)[C@H]1[C@H](O)[C@H](O)[C@H](O1)CO)Cl 2,6-Dichloro-9-β-D-ribofuranosyl-9H-purine